4-Methoxy-6-[5-methyl-1-[1-(oxetan-3-yl)-4-piperidinyl]triazol-4-yl]pyrazolo[1,5-a]pyridine COC=1C=2N(C=C(C1)C=1N=NN(C1C)C1CCN(CC1)C1COC1)N=CC2